4-(1-(5-(1H-pyrazol-1-yl)pyridin-2-yl)-5-hydroxy-3-methyl-1H-pyrazol-4-yl)benzonitrile N1(N=CC=C1)C=1C=CC(=NC1)N1N=C(C(=C1O)C1=CC=C(C#N)C=C1)C